methyl-4-methyl-3-oxopentanoate COC(CC(C(C)C)=O)=O